(2-(naphthalen-2-yl)acetyl)-L-valyl-D-glutamic acid C1=C(C=CC2=CC=CC=C12)CC(=O)N[C@@H](C(C)C)C(=O)N[C@H](CCC(=O)O)C(=O)O